Ethyl 6-(3-fluoro-3-phenylazetidin-1-yl)quinoline-4-carboxylate Ethyl-6-bromoquinoline-4-carboxylate C(C)OC(=O)C1=CC=NC2=CC=C(C=C12)Br.FC1(CN(C1)C=1C=C2C(=CC=NC2=CC1)C(=O)OCC)C1=CC=CC=C1